ClC=1C(=CC(=NC1)NC(CC=1C=CC(=NC1)C=1CCN(CC1)C#N)=O)OC1CCNCC1 N-(5-chloro-4-(piperidin-4-yloxy)pyridin-2-yl)-2-(1'-cyano-1',2',3',6'-tetrahydro-[2,4'-bipyridin]-5-yl)acetamide